ClC1=C(C(=O)NC2CC2)C=CC=C1 2-chloro-N-cyclopropyl-benzamide